FC(S(=O)(=O)[O-])(F)F.C(CCC)[N+]1=CC=CC=C1 N-butyl-pyridinium trifluoromethanesulfonate